ClCC=1N=C(SC1C)C1=CC=C(C=C1)CN1CCN(CC1)C 4-(chloromethyl)-5-methyl-2-(4-((4-methylpiperazin-1-yl)methyl)phenyl)thiazole